FC=1C(=CN=C2C=C(C(NC12)=O)C)CN1CCC(=CC1)C=1C(=NC2=C(N=CC=C2C1)NC)F 8-fluoro-7-((4-(2-fluoro-8-(methylamino)-1,7-naphthyridin-3-yl)-3,6-dihydropyridin-1(2H)-yl)methyl)-3-methyl-1,5-naphthyridin-2(1H)-one